4'-[2-(4-butylphenyl)ethynyl]-3-fluoro-4-isothiocyanato-5-methyl-1,1'-biphenyl C(CCC)C1=CC=C(C=C1)C#CC1=CC=C(C=C1)C1=CC(=C(C(=C1)C)N=C=S)F